2,6-difluoromethylaniline FCC1=C(N)C(=CC=C1)CF